N1C(=CC2=CC=CC=C12)C1=CC=CC2=C1N=NS2 INDOLYLBENZOTHIADIAZOLE